FC1=CC=C(C(=O)N2CSCC2C=2N=NN(C2)[C@@H](CC(=O)NO)CC2=CC3=CC=CC=C3C=C2)C=C1 (3R)-3-(4-(3-(4-Fluorobenzoyl)thiazolidin-4-yl)-1H-1,2,3-triazol-1-yl)-N-hydroxy-4-(naphthalin-2-yl)butanamid